deoxygenisteine O1C=C(C(=O)C2=CC=C(O)C=C12)C1=CC=C(O)C=C1